3-(3,4-bis(benzyloxy)phenyl)-2-bromo-3-oxopropanoic acid ethyl ester C(C)OC(C(C(=O)C1=CC(=C(C=C1)OCC1=CC=CC=C1)OCC1=CC=CC=C1)Br)=O